N-(6-cyano-1-(1-methylcyclobutyl)-1H-benzo[d]imidazol-2-yl)-4,4,4-trifluoro-3,3-dimethylbutanamide C(#N)C=1C=CC2=C(N(C(=N2)NC(CC(C(F)(F)F)(C)C)=O)C2(CCC2)C)C1